N-(2-methoxy-ethyl)-5-(4-(trifluoromethyl)phenyl)-2-naphthamide COCCNC(=O)C1=CC2=CC=CC(=C2C=C1)C1=CC=C(C=C1)C(F)(F)F